1-(2-(1-amino-7-(3-fluoro-4-(pyridin-2-yloxy)phenyl)pyrrolo[1,2-c]pyrimidin-5-yl)pyrrolidin-1-yl)but-2-yn-1-one NC1=NC=CC=2N1C(=CC2C2N(CCC2)C(C#CC)=O)C2=CC(=C(C=C2)OC2=NC=CC=C2)F